BrC=1C(=CC=2C3=C(C(=NC2C1F)SC)N=C(N3C3C1CN(C3C1)C(=O)OC(C)(C)C)CCC(=O)OC)CCC#N tert-butyl (endo)-5-(7-bromo-8-(2-cyanoethyl)-6-fluoro-2-(3-methoxy-3-oxopropyl)-4-(methylthio)-1H-imidazo[4,5-c]quinolin-1-yl)-2-azabicyclo[2.1.1]hexane-2-carboxylate